4-(2-{[(4aS,7aR)-1-(2-hydroxyethyl)-octahydro-1H-cyclopenta[b]pyridin-4a-yl]methoxy}-8-fluoro-4-(1,4-oxazepan-4-yl)pyrido[4,3-d]pyrimidin-7-yl)-5-ethyl-6-fluoronaphthalen-2-ol OCCN1[C@H]2[C@@](CCC1)(CCC2)COC=2N=C(C1=C(N2)C(=C(N=C1)C1=CC(=CC2=CC=C(C(=C12)CC)F)O)F)N1CCOCCC1